3-(oxetan-3-yloxy)benzoic acid methyl ester COC(C1=CC(=CC=C1)OC1COC1)=O